P(=O)(O)(O)O[C@H]1C[C@@H](O[C@@H]1CO)N1C(=O)NC(=O)C=C1 2'-deoxyuridine-3'-phosphate